N[C@H]1C2N(CC1CC2)C(=O)C2=CC1=C(N(C(=N1)C=1N(C3=CC(=CC=C3C1)C(C)(C)O)CC1CC1)C)C(=C2)OC 2-(2-{5-[(7R)-7-amino-2-azabicyclo[2.2.1]heptane-2-carbonyl]-7-methoxy-1-methyl-1H-1,3-benzodiazol-2-yl}-1-(cyclopropylmethyl)-1H-indol-6-yl)propan-2-ol